FC=1C=CC(=C2CNC(C12)=O)C=1C=NC=C(C1)C 7-fluoro-4-(5-methylpyridin-3-yl)isoindolin-1-one